C(C)(C)(C)OC(=O)N1CC(C(CC1)C1=CC=C(C=C1)N)(F)F tert-butyl-4-(4-aminophenyl)-3,3-difluoro-piperidine-1-carboxylate